1-[4-(6,7-dimethoxyquinolin-4-yloxy)phenyl]-4-methyl-6-oxo-1,6-dihydropyridazine-3-carboxylic acid ethyl ester C(C)OC(=O)C1=NN(C(C=C1C)=O)C1=CC=C(C=C1)OC1=CC=NC2=CC(=C(C=C12)OC)OC